O[C@@](CCC=1C(C(=C(C(C1C)=O)C)C)=O)(CC\C=C(\CC\C=C(\CCCC(C)C)/C)/C)C 2-((3R,6E,10E)-3-Hydroxy-3,7,11,15-tetramethylhexadeca-6,10-dienyl)-3,5,6-trimethylcyclohexa-2,5-dien-1,4-dion